N-((S)-(4,4-difluorocyclohexyl)(5-(((S)-2-oxo-4-(trifluoromethyl)imidazolidin-1-yl)methyl)benzo[d]oxazol-2-yl)methyl)-1-methyl-1H-tetrazole-5-carboxamide FC1(CCC(CC1)[C@H](NC(=O)C1=NN=NN1C)C=1OC2=C(N1)C=C(C=C2)CN2C(N[C@@H](C2)C(F)(F)F)=O)F